C(C)(C)(C)OC(=O)N[C@H](C(=O)OCC)CCC(=O)C1CC1 ethyl (S)-2-((tert-butoxycarbonyl)amino)-5-cyclopropyl-5-oxopentanoate